C(C)(C)(C)C=1C(=C(C(O)=O)C=CC1O)C(C)(C)C di-tert-butylparaben